ClC1=CC=2N(C3=CC=CC=C3SC2C=C1)CCCN(C)C 3-(2-chloro-10H-phenothiazin-10-yl)-N,N-dimethylpropan-1-amine